BrC=1C=CC(N(C1)CCC(C)C)=O 5-bromo-1-isoamyl-2(1H)-pyridone